CC1(OC[C@H](O1)CO)C |r| (±)-2,2-dimethyl-1,3-dioxolane-4-methanol